2-(2-(4-(1-(2,3-dihydrobenzofuran-6-yl)ethyl)piperazin-1-yl)pyrimidin-5-yl)propan-2-ol O1CCC2=C1C=C(C=C2)C(C)N2CCN(CC2)C2=NC=C(C=N2)C(C)(C)O